C(C)OC=1C=C(C=CC1OC)NCCS(=O)(=O)C (S)-(3-ethoxy-4-methoxyphenyl)-2-(methylsulfonyl)ethylamine